(1S,2S)-N-(5-(5-chloro-6-fluoro-7-(methyl-(1,2,4-triazin-3-yl)amino)-1H-indazol-4-yl)pyrazolo[1,5-a]pyridin-2-yl)-2-fluorocyclopropane-1-carboxamide ClC=1C(=C2C=NNC2=C(C1F)N(C=1N=NC=CN1)C)C1=CC=2N(C=C1)N=C(C2)NC(=O)[C@H]2[C@H](C2)F